N(C(=N)N)C1=NC(=NN1CC1=CC=C(C=C1)C=C)CC1=CC=CC=C1 5-guanidino-3-benzyl-1-(4-vinylbenzyl)-1H-1,2,4-triazole